2-(2-chloro-5-fluoro-3-pyridyl)acetonitrile ClC1=NC=C(C=C1CC#N)F